ClC=1C(=NC(=CC1)N1C=NN=C1)C(=O)NC1=CC(=CC=C1)Cl 3-chloro-N-(3-chlorophenyl)-6-(4H-1,2,4-triazol-4-yl)picolinamide